CC1=CC=C(O1)CCC1=NC(=NC(=N1)C(Cl)(Cl)Cl)C(Cl)(Cl)Cl 2-[2-(5-methylfuran-2-yl)ethyl]-4,6-bis(trichloromethyl)-s-triazine